NC[C@@H](C)NC(OC(C)(C)C)=O (R)-tert-butyl (1-aminopropan-2-yl)carbamate